(R)-8-((3S,5R)-4-acryloyl-3,5-dimethylpiperazin-1-yl)-11-(4-fluorophenyl)-3-(thiophen-3-yl)-10-(trifluoromethyl)-3,4-dihydro-[1,4]thiazepino[2,3,4-ij]quinazolin-6(2H)-one C(C=C)(=O)N1[C@H](CN(C[C@H]1C)C1=NC(N2C3=C(C(=C(C=C13)C(F)(F)F)C1=CC=C(C=C1)F)SC[C@@H](C2)C2=CSC=C2)=O)C